CCCCC/C=C\C/C=C\C/C=C\CCCCCCC(=O)OC[C@H](COP(=O)([O-])OCC[N+](C)(C)C)OC(=O)CCCC/C=C\C/C=C\C/C=C\C/C=C\CC 1-(8Z,11Z,14Z-eicosatrienoyl)-2-(6Z,9Z,12Z,15Z-octadecatetraenoyl)-glycero-3-phosphocholine